N=1N=C(NC1)COC1=C(C=C(C=C1OC)C1=CC(=CC=2N(C(N(C21)C)=O)CC(=O)NC2=CC(=CC=C2)C(C)(C)C)C(F)(F)F)F 2-(4-(4-((4H-1,2,4-triazol-3-yl)methoxy)-3-fluoro-5-methoxyphenyl)-3-methyl-2-oxo-6-(trifluoromethyl)-2,3-dihydro-1H-benzo[d]imidazol-1-yl)-N-(3-(tert-butyl)phenyl)acetamide